O1CCN(CC1)C1COC2(C1)CCN(CC2)S(=O)(=O)C2=CC=C(C)C=C2 3-morpholino-8-tosyl-1-oxa-8-azaspiro[4.5]decane